CN1CCN(CC1)CC(=O)N1CCN(C2=CC=CC=C12)CC1=NC=CC=C1 2-(4-methylpiperazin-1-yl)-1-(4-(pyridin-2-ylmethyl)-3,4-dihydroquinoxaline-1(2H)-yl)ethan-1-one